N,N,N-triethylbutylammonium 2-mercaptopropionate SC(C(=O)[O-])C.C(C)[N+](CC)(CC)CCCC